tert-butyl (2R)-2-(((3-chloropyridin-2-yl)oxy)methyl)-4-cyclobutylpyrrolidine-1-carboxylate ClC=1C(=NC=CC1)OC[C@@H]1N(CC(C1)C1CCC1)C(=O)OC(C)(C)C